(R)-4-((1-acryloylpiperidin-3-yl)methoxy)-6-(1-methyl-1H-pyrazol-4-yl)pyrazolo[1,5-a]pyridine-3-carbonitrile C(C=C)(=O)N1C[C@@H](CCC1)COC=1C=2N(C=C(C1)C=1C=NN(C1)C)N=CC2C#N